6'-(aminomethyl)-2'-(2,6-difluoro-3,5-dimethoxyphenyl)-1'H-spiro[cyclopropane-1,4'-[2,7]naphthyridine]-3'(2'H)-one HCl salt Cl.NCC=1C=C2C3(C(N(CC2=CN1)C1=C(C(=CC(=C1F)OC)OC)F)=O)CC3